(S)-2-((t-butoxycarbonyl)amino)-3-((5-fluoropyridin-3-yl)methoxy)propionic acid C(C)(C)(C)OC(=O)N[C@H](C(=O)O)COCC=1C=NC=C(C1)F